[K+].[Rh+3] rhodium (III) potassium salt